C(CCCCCCC)(=O)OCC(COC(CCCCCCC)=O)COC(CCCCCBr)=O 2-(((6-bromohexanoyl)oxy)methyl)propane-1,3-diyl Dioctanoate